4-(7-((tert-Butoxycarbonyl)(4-(pyridin-2-yl)benzyl)amino)-3-cyclopropylpyrazolo[1,5-a]pyrimidin-5-yl)piperidine-1-carboxylic acid tert-butyl ester C(C)(C)(C)OC(=O)N1CCC(CC1)C1=NC=2N(C(=C1)N(CC1=CC=C(C=C1)C1=NC=CC=C1)C(=O)OC(C)(C)C)N=CC2C2CC2